Dioxapyrrolidin-1-yl 4-(bis(2-(pyridin-2-yldisulfanyl) ethyl) amino)-4-oxobutanoate N1=C(C=CC=C1)SSCCN(C(CCC(=O)ON1OOCC1)=O)CCSSC1=NC=CC=C1